C1=CSC=C1[C@@H](C(=O)O)N (S)-3-thienylglycine